propylazanium bromide [Br-].C(CC)[NH3+]